2-(4-acetylaminophenyl)acetic acid methyl ester COC(CC1=CC=C(C=C1)NC(C)=O)=O